CC1(C(=C(C(=C1)C)C)C)[Ti](N(C)C)(N(C)C)N(C)C (1,2,3,4-tetramethylcyclopentadienyl)tris(dimethylamino)titanium